ClC=1C=2N(C(=NC1N)C1=CC(=CC=C1)F)N=C(N2)C 8-chloro-5-(3-fluorophenyl)-2-methyl-[1,2,4]triazolo[1,5-c]pyrimidin-7-amine